CC1=CC=C(CC2=NNC(=C2N)N)C=C1 4-methylbenzyl-4,5-diaminopyrazole